2-[1-[[5-oxo-1-[3-(trifluoromethyl)phenyl]pyrrolidin-3-yl]methyl]pyrazol-4-yl]-5-propyl-3H-imidazo[2,1-b]purin-4-one O=C1CC(CN1C1=CC(=CC=C1)C(F)(F)F)CN1N=CC(=C1)C1=NC=2N3C(N(C(C2N1)=O)CCC)=NC=C3